4-chloro-7-methyl-6,7-dihydro-5H-cyclopenta[b]pyridin-7-ol ClC1=C2C(=NC=C1)C(CC2)(O)C